CN1C=NC(=C1)C(C(C)NNC(NC)=S)NNC(NC)=S 2,2'-(1-(1-methyl-1H-imidazol-4-yl)propane-1,2-diyl)bis(N-methylhydrazine-1-thiocarboxamide)